Decan-7-one CCCCCCC(CCC)=O